COC1=C(C(=O)P(CCCCCCCC)=O)C(=CC=C1)OC 2,6-dimethoxybenzoyl-octyl-phosphine oxide